The molecule is a glycerol monophosphate having the phosphate group at the 2-position. It has a role as a plant metabolite and an Escherichia coli metabolite. It is a conjugate acid of a glycerol 2-phosphate(2-). C(C(CO)OP(=O)(O)O)O